(R)-4-(2-chlorobenzyl)-5-oxo-N-(1-phenylethyl)-4,5-dihydroimidazo[1,2-a]quinazoline-2-carboxamide ClC1=C(CN2C=3N(C4=CC=CC=C4C2=O)C=C(N3)C(=O)N[C@H](C)C3=CC=CC=C3)C=CC=C1